N-tridecyl-N-methyl-N-ethyl-N-benzylammonium C(CCCCCCCCCCCC)[N+](CC1=CC=CC=C1)(CC)C